(1s,4s)-4-(((6-chloro-2-((4-methoxybenzyl)amino)-4-methylpyridin-3-yl)methyl)amino)-N-(3-chloro-4-methoxyphenyl)cyclohexanecarboxamide ClC1=CC(=C(C(=N1)NCC1=CC=C(C=C1)OC)CNC1CCC(CC1)C(=O)NC1=CC(=C(C=C1)OC)Cl)C